C(C)(C)(C)OC(=O)N1C2CN(CC1CC2)C2=NC(=NC1=C(C(=C(C=C21)C(F)(F)F)C2=CC=C(C=1SC(=C(C12)C#N)N)F)F)F 3-(7-(2-amino-3-cyano-7-fluorobenzo[b]thiophen-4-yl)-2,8-difluoro-6-(trifluoromethyl)quinazolin-4-yl)-3,8-diazabicyclo[3.2.1]octane-8-carboxylic acid tert-butyl ester